8-(1,5-Diphenyl-4,5-dihydro-1H-pyrazol-3-yl)-7-Hydroxy-2H-chromen-2-one C1(=CC=CC=C1)N1N=C(CC1C1=CC=CC=C1)C=1C(=CC=C2C=CC(OC12)=O)O